C(OC(CO[Si](C)(C)C(C)(C)C)C)(OC1=CC=C(C=C1)[N+](=O)[O-])=O 1-((tert-butyldimethylsilyl)oxy)propan-2-yl (4-nitrophenyl) carbonate